1-(3-([1,2,4]triazolo[1,5-a]pyridin-6-yl)-6-(3-methoxypropyl)pyrazin-2-yl)piperidine-4-carboxylic acid N=1C=NN2C1C=CC(=C2)C=2C(=NC(=CN2)CCCOC)N2CCC(CC2)C(=O)O